N-[1-thiophen-2-ylethyl]-5-[5-(trifluoromethyl)-1,2,4-oxadiazol-3-yl]pyrimidin-2-amine S1C(=CC=C1)C(C)NC1=NC=C(C=N1)C1=NOC(=N1)C(F)(F)F